(R)-N-(4,4-difluoro-1-methylpyrrolidin-3-yl)-5-(1-(2,2-difluoroethyl)-1H-benzo[d][1,2,3]triazol-6-yl)-4-(methoxy-d3)pyrrolo[2,1-f][1,2,4]triazin-2-amine FC1([C@@H](CN(C1)C)NC1=NN2C(C(=N1)OC([2H])([2H])[2H])=C(C=C2)C=2C=CC1=C(N(N=N1)CC(F)F)C2)F